C(C1=CC=CC=C1)NC(C(C(CC1CC1)NC(=O)[C@@H]1[C@H]2C([C@H]2CN1C([C@H](C(C)(C)C)NC(=O)C1CC1)=O)(C)C)=O)=O (1R,2S,5S)-N-(4-(Benzylamino)-1-cyclopropyl-3,4-dioxobutan-2-yl)-3-((S)-2-(cyclopropanecarboxamido)-3,3-dimethylbutanoyl)-6,6-dimethyl-3-azabicyclo[3.1.0]hexane-2-carboxamide